C1CC(C2=CC=C3CCCC3=C12)=O 1,6,7,8-tetrahydro-as-indacen-3(2H)-one